butyl 3-((6-bromo-5-fluoro-3-methylpyridin-2-yl)carbamoyl)-5-methyl-2-azabicyclo[3.1.0]hexane-2-carboxylate BrC1=C(C=C(C(=N1)NC(=O)C1N(C2CC2(C1)C)C(=O)OCCCC)C)F